CC1=CC=C(C=C1)S(=O)(=O)OCCOCCNC(OC(C)(C)C)=O tert-butyl N-(2-[2-[(4-methylbenzenesulfonyl)oxy]ethoxy]ethyl)carbamate